N-(2-(dimethylamino)-2-methylpropyl)-7-oxo-7H-benzo[h]pyrido[2,1-b]quinazoline-12-carboxamide hydrochloride Cl.CN(C(CNC(=O)C1=CC=CN2C1=NC=1C3=C(C=CC1C2=O)C=CC=C3)(C)C)C